(5aR,5bS,7aS,8S,10aS,10bR)-2-((4-methoxyphenyl)amino)-5a,7a-dimethyl-5,5a,5b,6,7,7a,8,9,10,10a,10b,11-dodecahydro-4H-cyclopenta[7,8]phenanthro[2,1-d]thiazol-8-yl acetate C(C)(=O)O[C@H]1CC[C@@H]2[C@@]1(CC[C@@H]1[C@]3(CCC=4N=C(SC4C3=CC[C@@H]21)NC2=CC=C(C=C2)OC)C)C